N-(4-nitrophenyl)-6-pentyl-N-phenylnaphthalen-2-amine [N+](=O)([O-])C1=CC=C(C=C1)N(C1=CC2=CC=C(C=C2C=C1)CCCCC)C1=CC=CC=C1